ClCC(=O)C=1N(C=CC1)C 2-chloro-1-(1-methyl-1H-pyrrol-2-yl)ethan-1-one